(R)-N-(1-(4-(2-acetamidoimidazo[1,2-a]pyrazin-6-yl)-5-chloro-6-fluoro-1H-indazol-7-yl)ethyl)-2,2,2-trifluoroacetamide C(C)(=O)NC=1N=C2N(C=C(N=C2)C2=C3C=NNC3=C(C(=C2Cl)F)[C@@H](C)NC(C(F)(F)F)=O)C1